rac-2-(1'-hydroxy-6-methylheptyl)-3-(hydroxymethyl)-butyrolactone OC(CCCCC(C)C)C1C(=O)OCC1CO